NC1=C2C(=NC=N1)N(N=C2C2=CC=C(C=C2)OC2=CC=CC=C2)[C@H]2CN(CCC2)C(=O)N2CCC(CC2)N2CCN(CC2)C=2C=C1C(N(C(C1=CC2)=O)C2C(NC(CC2)=O)=O)=O 5-(4-(1-((R)-3-(4-amino-3-(4-phenoxyphenyl)-1H-pyrazolo[3,4-d]pyrimidin-1-yl)piperidine-1-carbonyl)piperidin-4-yl)piperazin-1-yl)-2-(2,6-dioxopiperidin-3-yl)isoindoline-1,3-dione